tert-butyl 3-methyl-3-(methylamino)pyrrolidine-1-carboxylate CC1(CN(CC1)C(=O)OC(C)(C)C)NC